C1(=CC(=CC=C1)N1C(N(C2=NC=CC=C21)[C@@H]2CN(CC2)CC=2N(C(=CN2)C(=O)OC(C)(C)C)C)=O)C2=CC=CC=C2 tert-Butyl (S)-2-((3-(1-([1,1'-biphenyl]-3-yl)-2-oxo-1,2-dihydro-3H-imidazo[4,5-b]pyridin-3-yl)pyrrolidin-1-yl)methyl)-1-methyl-1H-imidazole-5-carboxylate